O[C@H](COC=1C=C(C=CC1)S(=O)(=O)C(C(=O)N)(C)C)CN[C@H]1COC2(C1)CCN(CC2)S(=O)(=O)C=2C=NC1=CC=CC=C1C2 2-(3-((S)-2-hydroxy-3-((R)-8-(quinolin-3-ylsulfonyl)-1-oxa-8-azaspiro[4.5]decan-3-ylamino)propoxy)benzenesulfonyl)-2-methylpropanamide